2-(1-(Cyclopropylmethyl)-7-(1-ethyl-1H-pyrazol-5-yl)-2-(1,2,5,6-tetrahydropyridin-3-yl)-1H-indol-5-yl)(1-ethylpyrrolo[3,4-c]pyrazol-5(1H,4H,6H)-yl)methanone C1(CC1)CN1C(=CC2=CC(=CC(=C12)C1=CC=NN1CC)N1N(C2=C(C1)CN(C2)C=O)CC)C=2CNCCC2